C1(CC1)[C@@H]1NC2=C(C(N(C=3C=CC(=CC23)NC2=NC(=NC=C2F)N2C[C@@H](C[C@@H](C2)C)O)C)=O)OCC1(F)F (S)-2-Cyclopropyl-3,3-difluoro-10-((5-fluoro-2-((3R,5S)-3-hydroxy-5-methylpiperidin-1-yl)pyrimidin-4-yl)amino)-7-methyl-1,2,3,4-tetrahydro-[1,4]oxazepino[2,3-c]chinolin-6(7H)-on